bromo-sulfourea BrN(C(=O)N)S(=O)(=O)O